NC1=NC=NN2C1=C(C=C2C=2C=NC(=C(C(=O)N[C@@H]1CN(C[C@@H]1F)C(CC(F)(F)F)=O)C2)OC([2H])([2H])[2H])CN2CC(C2)(F)F 5-{4-amino-5-[(3,3-difluoroazetidin-1-yl)methyl]pyrrolo[2,1-f][1,2,4]triazin-7-yl}-N-[(3R,4S)-4-fluoro-1-(3,3,3-trifluoropropanoyl)pyrrolidin-3-yl]-2-(methoxy-d3)nicotinamide